C(C)(C)(C)OC(=O)C=1C2=C(SC1N)SCC2 5-amino-2,3-dihydrothieno[2,3-b]thiophene-4-carboxylic acid tert-butyl ester